The molecule is a carbamate ester that is glycerol in which one of the primary alcohol groups has been converted to its 2-methoxyphenyl ether while the other has been converted to the corresponding carbamate ester. It is a carbamate ester, a secondary alcohol and an aromatic ether. COC1=CC=CC=C1OCC(COC(=O)N)O